C1(CC1)C 1-cyclopropylmethane